C(C)N1C2=C(C3=CC=CC=C13)CCN(C2)CCCCNC(=O)C=2NC1=CC=CC=C1C2 N-(4-(9-ethyl-1,3,4,9-tetrahydro-2H-pyrido[3,4-b]indol-2-yl)butyl)-1H-indole-2-carboxamide